COC=1C=C(C=O)C(=CN1)OCC=1C(=NC=CC1)C1=CC=NN1CCOC 2-methoxy-5-((2-(1-(2-methoxyethyl)-1H-pyrazol-5-yl)pyridin-3-yl)methoxy)isonicotinaldehyde